Disodium cis-endo-bicyclo(2.2.1)heptane [C@@H]12CC[C@@H](CC1)C2.[Na].[Na]